C1(CCC1)CN1C(N(CC12CCC(CC2)(C2=CC=CC=C2)N(C)C)CCC(=O)NC2=NC=C(C=C2)S(=O)(=O)C)=O 3-[1-(Cyclobutyl-methyl)-8-dimethylamino-2-oxo-8-phenyl-1,3-diazaspiro[4.5]decan-3-yl]-N-(5-methylsulfonyl-pyridin-2-yl)-propionamide